2-(difluoromethoxy)pyridine-4-carbaldehyde FC(OC1=NC=CC(=C1)C=O)F